2,4-dichloro-8-oxabicyclo[3.2.1]oct-6-en-3-ol ClC1C2C=CC(C(C1O)Cl)O2